(S)-4-fluoro-methyl-isochroman-6-carboxylic acid FC1CO[C@H](C2=CC=C(C=C12)C(=O)O)C